4-(3,4-dihydroisoquinolin-2(1H)-yl)-2-(((1-methyl-1H-pyrazol-4-yl)methyl)amino)-5,7-dihydro-6H-pyrrolo[3,4-d]pyrimidine-6-carbonitrile C1N(CCC2=CC=CC=C12)C=1C2=C(N=C(N1)NCC=1C=NN(C1)C)CN(C2)C#N